tert-Butyl 2-((((9H-fluoren-9-yl)methoxy) carbonyl)amino)-4-(pyridin-2-yl)butanoate C1=CC=CC=2C3=CC=CC=C3C(C12)COC(=O)NC(C(=O)OC(C)(C)C)CCC1=NC=CC=C1